methyl 3-[[5-[2-[2-[tert-butyl (dimethyl) silyl] oxyethoxy] phenyl]-2,4-difluoro-phenyl] sulfamoyl]-5-chloro-4-fluorobenzoate [Si](C)(C)(C(C)(C)C)OCCOC1=C(C=CC=C1)C=1C(=CC(=C(C1)NS(=O)(=O)C=1C=C(C(=O)OC)C=C(C1F)Cl)F)F